FC(C(O)C=1C=NC=C(C1)OCC(F)(F)F)F 2,2-difluoro-1-[5-(2,2,2-trifluoroethoxy)-3-pyridyl]ethanol